trans-N-((1-methylpiperidin-4-yl)methyl)-2-(1-(benzenesulfonyl)indolin-5-yl)cyclopropylamine CN1CCC(CC1)CN[C@H]1[C@@H](C1)C=1C=C2CCN(C2=CC1)S(=O)(=O)C1=CC=CC=C1